C(C)(C)(C)OC(NCCOCCOCC#CC1=C2C3=C(N(C2=CC=C1)C1C(NC(CC1)=O)=O)N=CC=C3)=O tert-butyl(2-(2-((3-(9-(2,6-dioxopiperidin-3-yl)-9H-pyrido[2,3-b]indol-5-yl) prop-2-yn-1-yl)oxy)ethoxy)ethyl)carbamate